3-((5-cyano-2-methylphenyl)amino)propionic acid C(#N)C=1C=CC(=C(C1)NCCC(=O)O)C